C1=NC=CC2=CC(=CC=C12)CC(=O)O 2-(isoquinolin-6-yl)acetic acid